(1R,3S)-3-(1-(tert-butyl)-5-((5-(2-(deuteromethylamino)-2-oxoethyl)pyrazin-2-yl)amino)-1H-pyrazol-3-yl)cyclopentyl((S)-sec-butyl)carbamate C(C)(C)(C)N1N=C(C=C1NC1=NC=C(N=C1)CC(=O)NC[2H])[C@@H]1C[C@@H](CC1)N(C([O-])=O)[C@@H](C)CC